CS(=O)(=O)C=1C=CC(=NC1)C(=O)N (5-(methylsulfonyl)pyridin-2-yl)carboxamide